1-methyl-4-(1-methylethyl)-2-[(2-methylphenyl)methoxy]-7-oxabicyclo[2.2.1]heptane CC12C(CC(CC1)(O2)C(C)C)OCC2=C(C=CC=C2)C